N-[4-(3-chloro-2-fluoro-anilino)-7-[2-[(3R)-3-methoxy-1-methyl-pyrrolidin-3-yl]ethynyl]quinazolin-6-yl]prop-2-enamide ClC=1C(=C(NC2=NC=NC3=CC(=C(C=C23)NC(C=C)=O)C#C[C@]2(CN(CC2)C)OC)C=CC1)F